FC(OC=1C=C(C=CC1)N1C(N(C2=NC(=CC=C21)C(=O)O)C(C)C)=O)F 1-(3-(difluoromethoxy)phenyl)-3-isopropyl-2-oxo-2,3-dihydro-1H-imidazo[4,5-b]pyridine-5-carboxylic acid